4-(4-fluorophenyl)-2-((6-(4-(2-(3-hydroxyazetidin-1-yl)-2-oxoethyl)piperazin-1-yl)-3-methylquinolin-4-yl)(methyl)amino)thiazole-5-carbonitrile FC1=CC=C(C=C1)C=1N=C(SC1C#N)N(C)C1=C(C=NC2=CC=C(C=C12)N1CCN(CC1)CC(=O)N1CC(C1)O)C